(E)-11-hexadecenoic acid C(CCCCCCCCC\C=C\CCCC)(=O)O